C(C)(C)(C)OC(=O)N1CC2=CC=C(C=C2CC1)CN1N=C(C=2C1=NC=NC2N)C=2NC1=CC=C(C=C1C2)O 6-((4-amino-3-(5-hydroxy-1H-indol-2-yl)-1H-pyrazolo[3,4-d]pyrimidin-1-yl)methyl)-3,4-dihydroisoquinoline-2(1H)-carboxylic acid tert-butyl ester